fluorene-5-sulfonate C1=CC=CC=2C=3C(=CC=CC3CC12)S(=O)(=O)[O-]